racemic-3-(1-(3-methoxy-4-((4-(trifluoromethyl)benzyl)oxy)phenyl)ethyl)-6-(1-methyl-1H-pyrazol-4-yl)-3H-imidazo[4,5-b]pyridin-2-amine COC=1C=C(C=CC1OCC1=CC=C(C=C1)C(F)(F)F)[C@@H](C)N1C(=NC=2C1=NC=C(C2)C=2C=NN(C2)C)N |r|